tert-butyl (S)-6-((benzyloxy)methyl)-5-oxa-8-azaspiro[2.6]nonane-8-carboxylate C(C1=CC=CC=C1)OC[C@H]1OCC2(CC2)CN(C1)C(=O)OC(C)(C)C